1H-benzo[D]imidazol-2-amine N1C(=NC2=C1C=CC=C2)N